(R)-8-(4-chloro-2-fluorophenyl)-2,3-dimethyl-6-(2-(1-methyl-1H-pyrazol-4-yl)morpholino)pyrimido[5,4-d]pyrimidin-4(3H)-one ClC1=CC(=C(C=C1)C1=NC(=NC2=C1N=C(N(C2=O)C)C)N2C[C@H](OCC2)C=2C=NN(C2)C)F